(E)-ethyl-4-(3-bromo-5-methoxy-4-(3-(pyridin-4-yl)acryloyloxy)phenyl)-6-methyl-2-thioxo-1,2,3,4-tetrahydropyrimidine-5-carboxylate C(C)OC(=O)C=1C(NC(NC1C)=S)C1=CC(=C(C(=C1)OC)OC(\C=C\C1=CC=NC=C1)=O)Br